ethyl (S)-3-(5,6-dimethoxybiphenyl-3-yl)-3-(3-(4-hydroxy-1,5-dimethyl-2-oxo-1,2-dihydro pyridin-3-yl)ureido)propanoate COC=1C=C(C=C(C1OC)C1=CC=CC=C1)[C@H](CC(=O)OCC)NC(=O)NC=1C(N(C=C(C1O)C)C)=O